COC(C(=O)OC)OC(C1=C(C=CC(=C1)N1C(C2CCCCC2C1=O)=O)Cl)=O 2-chloro-5-(1,3-dioxooctahydro-2H-isoindol-2-yl)benzoic acid (1-methoxy-1-methoxycarbonylmethyl) ester